OC1=CC=C(C=C1)CC(C(=O)O)O 3-(4-hydroxyphenyl)-2-hydroxypropionic acid